(S)-N-(2-chloro-6-fluorophenyl)-5-fluoro-4-(3-(2-fluoroethyl)-3-methylureido)-2-((1,1,1-trifluoropropan-2-yl)oxy)benzamide ClC1=C(C(=CC=C1)F)NC(C1=C(C=C(C(=C1)F)NC(=O)N(C)CCF)O[C@H](C(F)(F)F)C)=O